1-[(5S)-5-(2-fluorophenyl)-6,7-dihydro-5H-pyrrolo[1,2-b][1,2,4]triazol-2-yl]propan-1-one FC1=C(C=CC=C1)[C@@H]1CCC=2N1N=C(N2)C(CC)=O